2-(3-(pyrrolidin-1-yl)propyl)-2,3,4,9-tetrahydro-1H-pyrido[3,4-b]indole N1(CCCC1)CCCN1CC=2NC3=CC=CC=C3C2CC1